OCC(C)P([O-])([O-])=O 3-hydroxypropan-2-yl-phosphonate